6-(2-hydroxyphenyl)-2-phenoxymethylimidazo[1,2-a]pyrimidine OC1=C(C=CC=C1)C=1C=NC=2N(C1)C=C(N2)COC2=CC=CC=C2